tert-Butyl (1s,4s)-1-Formyl-7-azabicyclo[2.2.1]heptane-7-carboxylate C(=O)C12CCC(CC1)N2C(=O)OC(C)(C)C